Cl.NC\C=C(\CN1C=NC2=C1C=C(C=C2C2=CC(=CC=C2)S(NC(C)(C)C)(=O)=O)C(=O)OC)/F Methyl (Z)-1-(4-amino-2-fluorobut-2-en-1-yl)-4-(3-(N-(tert-butyl)sulfamoyl)phenyl)-1H-benzo[d]imidazole-6-carboxylate hydrochloride